tert-butyl N-[4-[[5-[[2-(4,5-dichloro-6-oxo-pyridazin-1-yl)acetyl]amino]-2-methyl-phenyl]sulfonylamino]butyl]carbamate ClC=1C=NN(C(C1Cl)=O)CC(=O)NC=1C=CC(=C(C1)S(=O)(=O)NCCCCNC(OC(C)(C)C)=O)C